N-(3-Cyano-6-(2-methylbenzyl)-4,5,6,7-tetrahydrothieno[2,3-c]pyridin-2-yl)-2-(4-sulfamoylphenyl)acetamid C(#N)C1=C(SC=2CN(CCC21)CC2=C(C=CC=C2)C)NC(CC2=CC=C(C=C2)S(N)(=O)=O)=O